(5R)-5-methyl-2-morpholino-5,7-dihydrofuro[3,4-b]pyridine-3-carboxylic acid methyl ester COC(=O)C=1C=C2C(=NC1N1CCOCC1)CO[C@@H]2C